N-methyl-5-(4-((3-methyl-5-oxo-1,2,3,4,5,6-hexahydrobenzo[2,7]naphthyridin-8-yl)methyl)piperazin-1-yl)pyridine-2-carboxamide CNC(=O)C1=NC=C(C=C1)N1CCN(CC1)CC1=CC2=C(C=3CCN(CC3C(N2)=O)C)C=C1